NC1=NC=CC=C1C1=NC=2C(=NC(=CC2)Cl)N1C1=CC=C(CN2CCC(CC2)NC2=NC(=NC=C2)C#N)C=C1 4-((1-(4-(2-(2-aminopyridin-3-yl)-5-chloro-3H-imidazo[4,5-b]pyridin-3-yl)benzyl)piperidin-4-yl)amino)pyrimidine-2-carbonitrile